[Cl-].C(C1=CC=CC=C1)(C1=CC=CC=C1)C1=C(C(=CC(=C1)C)C(C1=CC=CC=C1)C1=CC=CC=C1)[N+]1=CN2C(C=CC=C2N(CC)CC)=C1 2-(2,6-dibenzhydryl-4-methylphenyl)-5-(diethylamino)imidazo[1,5-a]pyridin-2-ium chloride